2-oxo-cyclohexanecarboxylic acid O=C1C(CCCC1)C(=O)O